ClC1=CC(=C(OCC=2C=C(C=CC2)[C@@H](C2CCN(CC2)CC2=NC3=C(N2CC2=CN=CN2CC)C=C(C=C3)C(=O)O)F)C=C1)C#N (R)-2-((4-((3-((4-Chloro-2-cyanophenoxy)methyl)phenyl)fluoromethyl)piperidin-1-yl)methyl)-1-((1-ethyl-1H-imidazol-5-yl)methyl)-1H-benzo[d]imidazole-6-carboxylic acid